ClC=1C(=C(C=CC1)NC=1C(=NN2C1C(NCC2CC(C)=O)=O)C2=CC=NC=C2)OC 3-[(3-chloro-2-methoxyphenyl)amino]-7-(2-oxopropyl)-2-(pyridin-4-yl)-5H,6H,7H-pyrazolo[1,5-a]pyrazin-4-one